ClC1=C(C=C(C=C1)C1=NN2C(CNCC2)=C1C1=CC=NC=C1)CC 2-(4-chloro-3-ethylphenyl)-3-(pyridin-4-yl)-4,5,6,7-tetrahydropyrazolo[1,5-a]pyrazine